2-[(2'R,4S)-6-bromo-2'-fluoro-1-oxospiro[3H-isoquinoline-4,1'-cyclopropane]-2-yl]-N-pyrimidin-2-ylacetamide BrC=1C=C2C(=CC1)C(N(C[C@@]21[C@@H](C1)F)CC(=O)NC1=NC=CC=N1)=O